(4-(1,3-dioxolan-2-yl)phenyl)methanamine O1C(OCC1)C1=CC=C(C=C1)CN